BrC=1C=C(C=CC1)C1=CC(=C(N1)C(=O)O)CC1CC1 5-(3-bromophenyl)-3-(cyclopropylmethyl)-1H-pyrrole-2-carboxylic acid